(S)-2-((R)-3-(6-amino-5-oxo-4,5-dihydropyrazin-2-yl)-4,4-difluoropiperidin-1-yl)-N-(5-fluoropyridin-2-yl)propionamide NC=1C(NC=C(N1)[C@H]1CN(CCC1(F)F)[C@H](C(=O)NC1=NC=C(C=C1)F)C)=O